CC(C)(C#CC(C)(OOC(C)(C)C)C)OOC(C)(C)C 2,5-dimethyl-2,5-di(t-butylperoxy)3-hexyne